2-Methoxy-3-(5-bromo-1H-tetrazol-2-yl)-pyrazine COC1=NC=CN=C1N1NC(=NN1)Br